2-(3-(7-chloro-6-(3'-fluoro-4'-(methoxycarbonyl)-[1,1'-biphenyl]-4-yl)-2-oxo-1,2-dihydroquinolin-3-yl)phenyl)acetic acid ethyl ester C(C)OC(CC1=CC(=CC=C1)C=1C(NC2=CC(=C(C=C2C1)C1=CC=C(C=C1)C1=CC(=C(C=C1)C(=O)OC)F)Cl)=O)=O